ClC1=C(C(=O)NC(C)C)C=CC(=C1)CNC1=NC=NC2=C1SC=1N=NC(=C(C12)C)C 2-chloro-4-[[(3,4-dimethylpyrimido[4',5':4,5]thieno[2,3-c]pyridazin-8-yl)amino]methyl]-N-isopropyl-benzamide